Cl.NC(C(=O)N1CCN(CC1)C(=O)NC1=NC(N(C=C1)C1=CC=C(C=C1)CN(CC)[C@@H]1C[C@@H](CCC1)N)=O)(C)C cis-4-(2-Amino-2-methylpropanoyl)-N-(1-(4-(((3-aminocyclohexyl)(ethyl)amino)methyl)phenyl)-2-oxo-1,2-dihydropyrimidin-4-yl)piperazine-1-carboxamide hydrochloride salt